C1(=CC=CC=C1)C1=CC(=NO1)CC1=CC=C(C=C1)CN (4-((5-phenylisoxazol-3-yl)methyl)phenyl)methanamine